Cl.FC=1C2=C(C=NC1CN)CCN2C (7-Fluoro-1-methyl-2,3-dihydro-1H-pyrrolo[3,2-c]pyridin-6-yl)methylamine hydrochloride